FC=1C=CC(=C(C1)\C=N/[S@](=O)C(C)(C)C)SC (R)-N-[(1Z)-[5-fluoro-2-(methylsulfanyl)phenyl]methylidene]-2-methylpropane-2-sulfinamide